NC1=C2N=CN(C2=NC=N1)C[C@@H](C)OCP(OCCCSCCCCCCCCCCCCCCCCC#C)([O-])=O.[NH4+] ammonium 3-(octadec-17-yn-1-ylthio)propyl (R)-(((1-(6-amino-9H-purin-9-yl)propan-2-yl)oxy)methyl)phosphonate